ClC1=C(C(=CC=C1)Cl)N1CC(C1)C1=CC=C(C=C1)CN1CCC(CC1)(C)OC(C)=O acetic acid [1-[[4-[1-(2,6-dichlorophenyl) azetidin-3-yl] phenyl] methyl]-4-methyl-4-piperidinyl] ester